FC=1C=2N(C=C(C1)NC(=O)C=1C=CC(=C3C=CC(=NC13)C)N1CC(CC1)N(C(OC(C)(C)C)=O)C)C=C(N2)C Tert-butyl N-{1-[8-({8-fluoro-2-methylimidazo[1,2-a]pyridin-6-yl} carbamoyl)-2-methylquinolin-5-yl]pyrrolidin-3-yl}-N-methylcarbamate